tert-butyl ((7-chloro-4-oxochroman-2-yl)methyl)carbamate ClC1=CC=C2C(CC(OC2=C1)CNC(OC(C)(C)C)=O)=O